1-[5-(5-chloro-2-methoxypyridin-4-yl)-1H-pyrazole-3-carbonyl]-N-(2,6-difluoro-4-methoxyphenyl)piperidine-4-carboxamide ClC=1C(=CC(=NC1)OC)C1=CC(=NN1)C(=O)N1CCC(CC1)C(=O)NC1=C(C=C(C=C1F)OC)F